OCC1=CC=C(O1)C#N 5-(hydroxymethyl)-furan-2-carbonitrile